(R)-1-(3-(difluoromethyl)-2-methylphenyl)ethane-1-Amine hydrochloride Cl.FC(C=1C(=C(C=CC1)[C@@H](C)N)C)F